2-(2'-hydroxy-5'-methyl-phenyl)-benzotriazole OC1=C(C=C(C=C1)C)N1N=C2C(=N1)C=CC=C2